C(C)(C)(C)OC(=O)N1CCC(CC1)=C(C1=CC=CC=C1)C=1N=NN(N1)C 4-((2-methyl-2H-tetrazol-5-yl)(phenyl)methylene)piperidine-1-carboxylic acid tert-butyl ester